1-(S)-methyl-1H-pyrazole CN1N=CC=C1